CC=1OC2=C(N1)C=CC(=C2)COC2=CC=CC(=N2)C2CCN(CC2)C (4-(6-((2-methylbenzo[d]oxazol-6-yl)methoxy)pyridin-2-yl)piperidin-1-yl)methan